FC=1N=C(SC1CN1[C@H](C[C@H](C1)OC=1N=C(C2=CC=C(C=C2C1)F)OC)C)NC(C)=O N-(4-fluoro-5-(((2S,4R)-4-((6-fluoro-1-methoxyisoquinolin-3-yl)oxy)-2-methylpyrrolidin-1-yl)methyl)thiazol-2-yl)acetamide